2-(3-methylphenoxy)-N-phenyl-N-thiazol-2-yl-acetamide CC=1C=C(OCC(=O)N(C=2SC=CN2)C2=CC=CC=C2)C=CC1